Methyl 2-{[2-amino-4-[6-[(4-cyano-2-fluoro-phenyl)methoxy]-2-pyridyl]phenyl]methyl}-3-(2-methoxyethyl)benzimidazole-5-carboxylate NC1=C(C=CC(=C1)C1=NC(=CC=C1)OCC1=C(C=C(C=C1)C#N)F)CC=1N(C2=C(N1)C=CC(=C2)C(=O)OC)CCOC